undecanoyl nonyl-sulfonate tri-sodium [Na].[Na].[Na].C(CCCCCCCC)S(=O)(=O)OC(CCCCCCCCCC)=O